NC[C@@]1(C(NC(N1)=O)=O)C1CC1 (5R)-5-(aminomethyl)-5-cyclopropylimidazolidine-2,4-dione